2,6-dioxo-4-(trifluoromethyl)pyrimidin O=C1NC(C=C(N1)C(F)(F)F)=O